methyl ((6-(difluoromethoxy)-2-(2,2'-dimethyl-3'-(5-methyl-4,5,6,7-tetrahydrooxazolo[4,5-c]pyridin-2-yl)-[1,1'-biphenyl]-3-yl)benzo[d]oxazol-5-yl)methyl)-L-prolinate FC(OC1=CC2=C(N=C(O2)C=2C(=C(C=CC2)C2=C(C(=CC=C2)C=2OC3=C(CN(CC3)C)N2)C)C)C=C1CN1[C@@H](CCC1)C(=O)OC)F